4-Methoxytetrahydrofuran-3-yl (8-amino-7-fluoro-6-(8-methyl-2,3-dihydro-1H-pyrido[2,3-b][1,4]oxazin-7-yl)isoquinolin-3-yl)carbamate NC=1C(=C(C=C2C=C(N=CC12)NC(OC1COCC1OC)=O)C1=C(C2=C(OCCN2)N=C1)C)F